FC1=C(C(=O)NCC2CCC(CC2)N2N=C3C=C(C=CC3=C2)C2=CN=CC(=N2)N2CCN(CC2)C(=O)OC(C)(C)C)C=C(C(=C1F)OCC1=CC=C(C=C1)OC)F tert-butyl 4-(6-{2-[(1r,4r)-4-({2,3,5-trifluoro-4-[(4-methoxyphenyl)methoxy]benzamido}methyl)cyclohexyl]-2H-indazol-6-yl}pyrazin-2-yl)piperazine-1-carboxylate